FC(C1=NOC(=C1)N)(F)F 3-(trifluoromethyl)-5-aminoisoxazole